ClC=1C(=C(C=CC1)NC(=O)C1=CC(=CC=2NC(=NC21)N2CC(C2)O)NC(=O)C2=C(C=CC=C2)C(F)(F)F)C N-(3-chloro-2-methylphenyl)-2-(3-hydroxyazetidin-1-yl)-6-({[2-(trifluoromethyl)phenyl]carbonyl}amino)-1H-benzoimidazole-4-carboxamide